(S)-2-amino-6-borono-2-((1S,3R)-3-(2,4-dichlorophenethylamino)cyclobutyl)hexanoic acid N[C@@](C(=O)O)(CCCCB(O)O)C1CC(C1)NCCC1=C(C=C(C=C1)Cl)Cl